8-fluoro-3-(3-(4-(3-fluorobenzoyl)piperazin-1-yl)propyl)-5-methylisoquinolin-1(2H)-one FC=1C=CC(=C2C=C(NC(C12)=O)CCCN1CCN(CC1)C(C1=CC(=CC=C1)F)=O)C